C1=CC=CC=2C3=CC=CC=C3C(C12)COC(=O)NCCCCC1CCN(CC1)C(=O)C=1C=C(C=CC1)NC(OCC1C2=CC=CC=C2C=2C=CC=CC12)=O (9H-Fluoren-9-Yl)Methyl (3-(4-(4-((((9H-Fluoren-9-Yl)Methoxy)Carbonyl)Amino)Butyl)Piperidine-1-Carbonyl)Phenyl)Carbamate